C1=C(C=CC2=CC=CC=C12)C(=C1OC2=C(C1P(C1=CC=CC=C1)(C1=CC=CC=C1)=O)C=CC(=C2)OC)C2=CC1=CC=CC=C1C=C2 (2-(di(naphthalene-2-yl)methylene)-6-methoxy-2,3-dihydrobenzofuran-3-yl)diphenyl-phosphine oxide